4-(p-tolyl)quinazoline C1(=CC=C(C=C1)C1=NC=NC2=CC=CC=C12)C